2,3,3-trimethyl-4-pentenoic acid CC(C(=O)O)C(C=C)(C)C